N1C(CCC1)C(=O)N tetrahydropyrrole-2-carboxamide